ethyl-1-(bromomethyl)methane C(C)CCBr